C1(CC1)C=1C=NN2C1C(=NC(=C2)C=2C=NN(C2)C)OC2(CC(C2)N(C(OC(C)(C)C)=O)C)C tert-butyl ((1s,3s)-3-((3-cyclopropyl-6-(1-methyl-1H-pyrazol-4-yl)pyrazolo[1,5-a]pyrazin-4-yl)oxy)-3-methylcyclobutyl)(methyl)carbamate